C(#N)C1=CC=C2C(=N1)C=C(N2)CN(C(OC(C)(C)C)=O)C tert-butyl ((5-cyano-1H-pyrrolo[3,2-b]pyridin-2-yl)methyl)(methyl)carbamate